C(C)(C)(C)C1(C=O)CC(=CC(=C1)C(C)(C)C)C(C)(C)C 1,3,5-tri-tert-butyl-benzaldehyde